FC1=CC(=C(C#N)C=C1)N1CCN(CC1)C(CCC=1NC(C2=CC(=CC(=C2C1)C)F)=O)=O 4-fluoro-2-(4-(3-(7-fluoro-5-methyl-1-oxo-1,2-dihydroisoquinolin-3-yl)propanoyl)piperazin-1-yl)benzonitrile